2-(o-trifluoromethoxyphenyl)-1,2-dihydro-2,3,1-benzodiazaborinin-1-ol FC(OC1=C(C=CC=C1)N1B(C2=C(C=N1)C=CC=C2)O)(F)F